4-((2,4-dichlorophenyl)(p-tolyl)methyl)piperazine-1-carboxamide ClC1=C(C=CC(=C1)Cl)C(N1CCN(CC1)C(=O)N)C1=CC=C(C=C1)C